(S)-7-((1,1-difluoropropan-2-yl)oxy)-2-(1-methyl-2-oxabicyclo[2.1.1]hex-4-yl)imidazo[1,2-a]pyridine-6-carboxylic acid FC([C@H](C)OC1=CC=2N(C=C1C(=O)O)C=C(N2)C21COC(C2)(C1)C)F